N1CCC(CC1)[C@@H](C)NC=1C=C(C=CC1C(F)(F)F)C1=NNC(O1)=O 5-[3-{[(1R)-1-(piperidin-4-yl)ethyl]amino}-4-(trifluoromethyl)phenyl]-1,3,4-oxadiazol-2(3H)-one